C(N)(O)=O.C(N)(O)=O.C1(=CC=CC=C1)CC1=CC=CC=C1 diphenyl-methane dicarbamate